C(C)(C)(C)OC(=O)N1C[C@H]2C([C@H]2C1)C(N(C(C)(C)C)C)=O (1R,5S,6r)-6-[methyl-(tert-butyl)carbamoyl]-3-azabicyclo[3.1.0]hexane-3-carboxylic acid tert-butyl ester